C(C)(C)(CC(C)(C)C)N=P(N(C)C)(N(C)C)N(C)C t-octyliminotris(dimethylamino)phosphane